CC1CC(C(O1)=O)=C 4,5-Dihydro-5-methyl-3-methylene-2(3H)-furanone